FC1=C(C(=NOO1)F)F trifluorodioxazine